(R)-1-(3-(3-(3-methyl-4-phenoxyphenyl)-1H-pyrazolo[3,4-d]pyrimidin-1-yl)piperidin-1-yl)prop-2-en-1-one isostearate (Ethyl-isostearate) C(C)C(C(=O)O)CCCCCCCCCCCCCC(C)C.C(CCCCCCCCCCCCCCC(C)C)(=O)O.CC=1C=C(C=CC1OC1=CC=CC=C1)C1=NN(C2=NC=NC=C21)[C@H]2CN(CCC2)C(C=C)=O